S(=O)(=O)(O)S(=O)[O-] sulfothionate